1-(2,2,6-trimethylcyclohexyl)hexan-3-ol tert-butyl-(2-(cyclopentyl(2-fluoroethyl)amino)ethyl)carbamate C(C)(C)(C)N(C(=O)OC(CCC1C(CCCC1C)(C)C)CCC)CCN(CCF)C1CCCC1